3-(2-acetamidoethoxy)-5-(difluoromethyl)thiophene-2-carboxylic acid C(C)(=O)NCCOC1=C(SC(=C1)C(F)F)C(=O)O